NC=1C(NC2=C3C(=C(C=C2C1C1=C2C=NNC2=CC=C1)C1CC1)C=CC=C3)=O 3-amino-6-cyclopropyl-4-(1H-indazol-4-yl)-1H-benzo[h]quinolin-2-one